FC(C=1C=CC(=NC1)C=O)(F)F 5-(Trifluoromethyl)pyridine-formaldehyde